BrC=1C=C2C=CC(CC2=CC1)=O 6-bromo-2-naphthalenone